N-(tert-butyloxycarbonyl)-N-methyl-S-trityl-L-cysteine C(C)(C)(C)OC(=O)N([C@@H](CSC(C1=CC=CC=C1)(C1=CC=CC=C1)C1=CC=CC=C1)C(=O)O)C